1-(tert-butyl)-N-(1-(1-(6-(1-methyl-1H-pyrazol-4-yl)pyrazolo[1,5-a]pyrazin-4-yl)piperidin-4-yl)ethyl)-1H-1,2,3-triazole-4-carboxamide C(C)(C)(C)N1N=NC(=C1)C(=O)NC(C)C1CCN(CC1)C=1C=2N(C=C(N1)C=1C=NN(C1)C)N=CC2